1-(4-Chlorophenylethynyl)-4-methylbenzene ClC1=CC=C(C=C1)C#CC1=CC=C(C=C1)C